2,5-dichloro-6-[[1-methyl-3-[(3-methyloxetan-3-yl)methoxy]-2-oxo-6-quinolyl]amino]pyridine-3-carbonitrile ClC1=NC(=C(C=C1C#N)Cl)NC=1C=C2C=C(C(N(C2=CC1)C)=O)OCC1(COC1)C